mono(3-acryloxypropyl) phosphate P(=O)(OCCCOC(C=C)=O)([O-])[O-]